C[C@@H]1CN(C[C@H]2N1CC[C@@H](C2)OC=2C=NC=C(C2)N2CCNCC2)C2=C1C=CC=NC1=C(C=C2)C#N 5-[(4R,8S,9aS)-4-methyl-8-[(5-piperazin-1-yl-3-pyridinyl)oxy]-1,3,4,6,7,8,9,9a-octahydropyrido[1,2-a]pyrazin-2-yl]quinoline-8-carbonitrile